ethyleneglycol bisaminoethyl ether NC(COCCO)N